1-(4-(methylthio)benzyl)-4-(vinylsulfonyl)piperazine CSC1=CC=C(CN2CCN(CC2)S(=O)(=O)C=C)C=C1